FC1=CC(=CC2=C1OCCO2)[C@H]([C@@H](CN2CCCC2)NC(=O)[C@H]2CN(CC2)C2=CC=C(C=C2)F)O (R)-N-((1R,2R)-1-(8-fluoro-2,3-dihydrobenzo[b][1,4]dioxin-6-yl)-1-hydroxy-3-(pyrrolidin-1-yl)propan-2-yl)-1-(4-fluorophenyl)pyrrolidine-3-carboxamide